Phosphate Sodium Salt [Na+].P(=O)([O-])([O-])[O-].[Na+].[Na+]